N1=C(N=CC=C1)C1(CC1)NC(=O)[C@@H]1CN(CC[C@H]1NC(=O)C1=NOC(=C1)C1=C(C=C(C=C1)F)F)C1CCC1 (3R,4R)-1-Cyclobutyl-4-{[5-(2,4-difluoro-phenyl)-isoxazole-3-carbonyl]-amino}-piperidine-3-carboxylic acid (1-pyrimidin-2-yl-cyclopropyl)-amide